CN(C(COC(C(C)(C)C1=CC=C(C=C1)C(CCCN1CCC(CC1)OC(C1=CC=CC=C1)C1=CC=CC=C1)=O)=O)=O)C 2-(dimethylamino)-2-oxoethyl-2-(4-(4-(4-(diphenylmethoxy) piperidin-1-yl)-butyryl) phenyl)-2-methylpropionate